FC1(OC2=C(O1)C=CC(=C2)CCN2[C@@H]([C@H]([C@@H]([C@H](C2)O)O)O)CO)F (2R,3R,4R,5S)-1-(2-(2,2-difluorobenzo[d][1,3]dioxol-5-yl)ethyl)-2-(hydroxymethyl)piperidine-3,4,5-triol